NC1C(N(C=2N(CC1)C(=CN2)C)C)=O 7-amino-3,9-dimethyl-6,7-dihydro-5H-imidazo[1,2-a][1,3]diazepin-8(9H)-one